C(=O)C1[C@H]2CN(C[C@@H]12)C(=O)OC(C)(C)C tert-butyl (1R,5S)-6-formyl-3-azabicyclo[3.1.0]hexane-3-carboxylate